FC(C1=NC=CC(=N1)NC(=O)C1CC12CCN(CC2)C(=O)OC(C)(C)C)(F)F tert-butyl 1-((2-(trifluoromethyl) pyrimidin-4-yl) carbamoyl)-6-azaspiro[2.5]octane-6-carboxylate